ClC=1C=C(C=CC1Cl)CNC=1NC(C2=C(N1)C=NN2CCOCCOCC(=O)O)=O 2-[2-[2-[5-[(3,4-dichlorophenyl)methylamino]-7-oxo-6H-pyrazolo[4,3-d]pyrimidin-1-yl]ethoxy]ethoxy]acetic acid